C1(=CC=C(C=C1)NC(=O)NC1=NC(=CC(=N1)NCCCN(C)C)C)C1=CC=CC=C1 1-([1,1'-biphenyl]-4-yl)-3-(4-((3-(dimethylamino)propyl)amino)-6-methylpyrimidin-2-yl)urea